4-[(3-methyloxolan-3-yl)carbonyl]-3-phenyl-8-[5-(trifluoromethyl)-1,2,4-oxadiazol-3-yl]-3,5-dihydro-2H-1,4-benzoxazepine CC1(COCC1)C(=O)N1C(COC2=C(C1)C=CC(=C2)C2=NOC(=N2)C(F)(F)F)C2=CC=CC=C2